(3S,4R)-4-{[(4-chlorophenyl)carbonyl]amino}-1-(N~2~-cyclohexyl-N~2~,N~6~,N~6~-trimethyl-D-lysyl)-N-(thiophen-2-ylmethyl)piperidine-3-carboxamide ClC1=CC=C(C=C1)C(=O)N[C@H]1[C@H](CN(CC1)C([C@H](N(C)C1CCCCC1)CCCCN(C)C)=O)C(=O)NCC=1SC=CC1